Propyl Hexanoate C(CCCCC)(=O)OCCC